OCC(C(=O)O)(CC)CC 3-hydroxy-2,2-diethylpropionic acid